CN(C1=CC=CC=2C(=CC=CC12)N(CCCCCCCCCCCCCCCCCC)C)CCCCCCCCCCCCCCCCCC N1,N5-dimethyl-N1,N5-dioctadecylnaphthalene-1,5-diamine